CC1=CC=C(C=C1)S(=O)(=O)OCC#CCO 4-hydroxybut-2-yn-1-yl 4-methylbenzenesulfonate